[Cl-].C(CC)[N+](C)(C)CC1=CC=CC=C1 propylbenzyl-dimethylammonium chloride